1,5-dibromo-3,7-bis(2-chlorophenyl)naphthalene-2,6-diamine BrC1=C(C(=CC2=C(C(=C(C=C12)C1=C(C=CC=C1)Cl)N)Br)C1=C(C=CC=C1)Cl)N